BrC1=NN=C(N1CCOC)Br 3,5-dibromo-4-(2-methoxyethyl)-1,2,4-triazole